ClC1=CC(=C(C=C1)C1=NC=C(C=N1)CCN)OC1=NC(=NC(=C1C)N1CCOCC1)C 2-[2-[4-chloro-2-(2,5-dimethyl-6-morpholin-4-ylpyrimidin-4-yl)oxyphenyl]pyrimidin-5-yl]ethanamine